O1C(CCCC1)N1N=CC(=C1)C1OCCC=2OC(C3=C(C21)C=CS3)=O 1-(tetrahydro-2H-pyran-2-yl-1H-pyrazol-4-yl)-3,4-dihydro-1H,6H-pyrano[4,3-b]thieno[3,2-d]pyran-6-one